di(tolyl) carbonate C(OC1=C(C=CC=C1)C)(OC1=C(C=CC=C1)C)=O